FC1(C[C@@H](NCC1)C)CC1=CC=2N(C=C1)N=CC2N2C(NC(CC2)=O)=O 1-(5-(((2S)-4-fluoro-2-methylpiperidin-4-yl)methyl)pyrazolo[1,5-a]pyridin-3-yl)dihydropyrimidine-2,4(1H,3H)-dione